5-(4-(hexyloxy)-1,2,5-thiadiazol-3-yl)-1-methyl-1-((tridecanoyloxy)methyl)-1,2,3,6-tetrahydropyridin-1-ium acetate C(C)(=O)[O-].C(CCCCC)OC=1C(=NSN1)C1=CCC[N+](C1)(COC(CCCCCCCCCCCC)=O)C